(2S,4S)-N-[(1S)-1-formyl-2-[(3S)-2-oxopyrrolidin-3-yl]ethyl]-1-(4-methoxy-1H-indole-2-carbonyl)-4-phenyl-pyrrolidine-2-carboxamide C(=O)[C@H](C[C@H]1C(NCC1)=O)NC(=O)[C@H]1N(C[C@@H](C1)C1=CC=CC=C1)C(=O)C=1NC2=CC=CC(=C2C1)OC